tert-butyl (1S,6R)-3-(7-bromo-2,8-difluoroquinazolin-4-yl)-3,9-diazabicyclo[4.2.1]nonane-9-carboxylate BrC1=CC=C2C(=NC(=NC2=C1F)F)N1C[C@@H]2CC[C@H](CC1)N2C(=O)OC(C)(C)C